O=C1C2(C[C@@H]3OC[C@H](N31)C3=CC=CC=C3)CCN(CC2)C(=O)OC(C)(C)C tert-butyl (3'R,7a'S)-5'-oxo-3'-phenyltetrahydro-5'H-spiro[piperidine-4,6'-pyrrolo[2,1-b]oxazole]-1-carboxylate